C(C1=CC=CC=C1)N1C2=NC=NC(=C2N=C1C1=C(C=C(C=C1)CN1CCCC1)Cl)OC1(CC1)C 9-benzyl-8-(2-chloro-4-(pyrrolidin-1-ylmethyl)phenyl)-6-(1-methylcyclopropoxy)-9H-purine